(S)-1-N-Boc-3-hydroxypyrrolidine CC(C)(C)OC(=O)N1CC[C@@H](C1)O